5-(3-(benzhydryloxy)-2-((1,3-dioxoisoindolin-2-yl)oxy)-3-oxopropoxy)-2-((1-(tert-butoxycarbonyl)azetidin-3-yl)methyl)-1-methyl-2H-indazol-1-ium iodide [I-].C(C1=CC=CC=C1)(C1=CC=CC=C1)OC(C(COC1=CC2=CN([N+](=C2C=C1)C)CC1CN(C1)C(=O)OC(C)(C)C)ON1C(C2=CC=CC=C2C1=O)=O)=O